N[C@@H](CC(=O)OCC)C=1C(=C(C=C(C1F)C(F)(F)F)C1=C(C=C(C=C1C)F)C)F ethyl (S)-3-amino-3-(2,4,4'-trifluoro-2',6'-dimethyl-5-(trifluoromethyl)-[1,1'-biphenyl]-3-yl)propanoate